NC(C(=O)OC)C#CC=1OC(=CC1)C(NCCCNC(C[C@H]1C=2N(C3=C(C(=N1)C1=CC=C(C=C1)Cl)C(=C(S3)C)C)C(=NN2)C)=O)=O methyl 2-amino-4-(5-((3-(2-((S)-4-(4-chlorophenyl)-2,3,9-trimethyl-6H-thieno[3,2-f][1,2,4]triazolo[4,3-a][1,4]diazepin-6-yl)acetamido)propyl)carbamoyl)furan-2-yl)but-3-ynoate